(s)-2-(5,7-dichloro-3-(3-hydroxyphenylethynyl)benzisothiazole-6-carboxamido)-3-(3-(methylsulfonyl)phenyl)propanoic acid ClC=1C(=C(C2=C(C(=NS2)C#CC2=CC(=CC=C2)O)C1)Cl)C(=O)N[C@H](C(=O)O)CC1=CC(=CC=C1)S(=O)(=O)C